4-[(3-chloro-4-fluoro-phenyl)amino]-6-(1-cyano-piperidin-4-yloxy)-7-methoxy-quinazoline ClC=1C=C(C=CC1F)NC1=NC=NC2=CC(=C(C=C12)OC1CCN(CC1)C#N)OC